4-(4-Isopropylpiperazin-1-yl)aniline C(C)(C)N1CCN(CC1)C1=CC=C(N)C=C1